C(CCCCCCCCCCCCCCC)N1C(N(C=C1)C)C 1-hexadecyl-2,3-dimethyl-imidazole